C1(CCCCC1)C[C@H](C(=O)N[C@H](C[C@H]1C(NCC1)=O)C(C(=O)NC)=O)NC(=O)C1(C2=CC=CC=C2C=2C=CC=CC12)O N-((R)-3-cyclohexyl-1-(((R)-4-(methylamino)-3,4-dioxo-1-((S)-2-oxopyrrolidin-3-yl)butan-2-yl)amino)-1-oxopropan-2-yl)-9-hydroxy-9H-fluorene-9-carboxamide